3-((1R)-1-((7-(2-(2-((2-(2,6-dioxopiperidin-3-yl)-1,3-dioxoisoindolin-4-yl)oxy)ethoxy)ethoxy)-4-methylpyrido[3,4-d]pyridazin-1-yl)amino)ethyl)-2-methylbenzonitrile O=C1NC(CCC1N1C(C2=CC=CC(=C2C1=O)OCCOCCOC1=CC=2C(=C(N=NC2N[C@H](C)C=2C(=C(C#N)C=CC2)C)C)C=N1)=O)=O